C(=C)OC(CCCCCCCCCCCCCCC)=O palmitic acid vinylester